CS(=O)(=O)C1=CC=C(C=C1)S 4-(methylsulfonyl)benzenethiol